COC(=O)C1=CC=2N(C=C1)C(=C(N2)C=2N(C1=CC=CC=C1C2)C(=O)OC(C)(C)C)C2=CC=CC=C2 2-(1-(tert-Butoxycarbonyl)-1H-indol-2-yl)-3-phenylimidazo[1,2-a]pyridine-7-carboxylic acid methyl ester